5-(3-Ethoxy-3'-(methylamino)-[1,1'-biphenyl]-4-yl)-3,6-dihydro-7H-[1,2,3]triazolo[4,5-d]pyrimidin-7-one C(C)OC=1C=C(C=CC1C=1NC(C2=C(N1)NN=N2)=O)C2=CC(=CC=C2)NC